FC=1C=C(C=CC1)C=1C=NC(=NC1)NC=1C=C(C(=O)NC=2OC(=NN2)C2=CC=CC=C2)C=CC1 3-((5-(3-fluorophenyl)pyrimidin-2-yl)amino)-N-(5-phenyl-1,3,4-oxadiazol-2-yl)benzamide